COCCO[C@H]1CC[C@H](CC1)NC1=NN2C(C=N1)=C(C=C2)C2=NC1=CC=CN=C1C=C2 N-(cis-4-(2-methoxyethoxy)cyclohexyl)-5-(1,5-naphthyridin-2-yl)pyrrolo[2,1-f][1,2,4]triazin-2-amine